(S)-2-(((benzyloxy)carbonyl)amino)-3-(4'-(4-((tert-butoxycarbonyl)amino)butoxy)-2'-ethyl-[1,1'-biphenyl]-4-yl)propanoic Acid C(C1=CC=CC=C1)OC(=O)N[C@H](C(=O)O)CC1=CC=C(C=C1)C1=C(C=C(C=C1)OCCCCNC(=O)OC(C)(C)C)CC